NC=1N(C2=CC(=CC=C2C1)C#N)C1CC1 2-Amino-1-cyclopropyl-1H-indole-6-carbonitrile